ClC1=C(C(=O)NC2=C3C=NN(C3=CC=C2)C=2SC=CN2)C=C(C=C1)CNC(=O)C1(CC1)O 2-Chloro-5-({[(1-hydroxycyclopropyl)carbonyl]amino}methyl)-N-[1-(1,3-thiazol-2-yl)-1H-indazol-4-yl]Benzamide